1-{5-[4-(azetidin-3-yl)piperazine-1-carbonyl]-2-chlorophenyl}-1,3-diazacyclohexane-2,4-dione N1CC(C1)N1CCN(CC1)C(=O)C=1C=CC(=C(C1)N1C(NC(CC1)=O)=O)Cl